tert-butyl 4-[6-oxo-5-(2-phenylethyl)-1,6-dihydropyridazin-1-yl]piperidine-1-carboxylate O=C1C(=CC=NN1C1CCN(CC1)C(=O)OC(C)(C)C)CCC1=CC=CC=C1